(1S,3S)-3-((2-methyl-6-(1-methyl-5-(((4-(propoxymethyl)pyrimidin-2-yl)amino)methyl)-1H-1,2,3-triazol-4-yl)pyridin-3-yl)oxy)cyclohexane-1-carboxylic acid CC1=NC(=CC=C1O[C@@H]1C[C@H](CCC1)C(=O)O)C=1N=NN(C1CNC1=NC=CC(=N1)COCCC)C